COC=1C=C(C=NC1)C=1C=C(C(=O)Cl)C=CC1 3-(5-Methoxy-3-pyridyl)benzoyl chloride